4-(6-(furan-3-yl)-5-nitro-2H-indazol-2-yl)-2-methylbutan-2-ol O1C=C(C=C1)C=1C(=CC2=CN(N=C2C1)CCC(C)(O)C)[N+](=O)[O-]